ethyl 5-chloro-1-(2,6-difluorobenzyl)-4-(2-((1,1-difluorobutan-2-yl)amino)ethyl)-1H-pyrazole-3-carboxylate ClC1=C(C(=NN1CC1=C(C=CC=C1F)F)C(=O)OCC)CCNC(C(F)F)CC